C12CN(CC(CC1)N2)C=2N=C(C(=C1C(=C(N=CC21)C2=NC(=CC1=CC=C(C(=C21)C#C)F)N)F)C)C 1-[8-(3,8-diazabicyclo[3.2.1]octan-3-yl)-4-fluoro-5,6-dimethyl-2,7-naphthyridin-3-yl]-8-ethynyl-7-fluoro-isoquinolin-3-amine